2-(2-(2-hydroxyethoxy)ethoxy)ethyl 4-methylbenzenesulfonate CC1=CC=C(C=C1)S(=O)(=O)OCCOCCOCCO